C(#N)CC1=CN(C2=CC(=CC=C12)F)C(=O)OC(C)(C)C tert-butyl 3-(cyanomethyl)-6-fluoro-1H-indole-1-carboxylate